2-(5-bromo-2-oxopyridin-1(2H)-yl)-N,N-dimethylacetamide BrC=1C=CC(N(C1)CC(=O)N(C)C)=O